C1(CCCCC1)CN1C=CC=2C(=NC(=CC21)NC=2SC(=CN2)C)OC2CN(CC2)C(C=C)=O 1-(3-((1-(cyclohexylmethyl)-6-((5-methylthiazol-2-yl)amino)-1H-pyrrolo[3,2-c]pyridin-4-yl)oxy)pyrrolidin-1-yl)prop-2-en-1-one